C12CN(CC2C1)C1=NC2=C(C=C(C=C2C(N1C)=O)C)C(C)NC1=C(C(=O)[O-])C=CC=C1 ((1-(2-(3-azabicyclo[3.1.0]hexan-3-yl)-3,6-dimethyl-4-oxo-3,4-dihydroquinazolin-8-yl)ethyl)amino)benzoate